C(C)(=O)N1CCN(CC1)C1=CC=C(C=N1)C1=NNC=2C1=NC(=C(C2)OC)C=2C(=C(C=CC2)CC#N)C 2-(3-(3-(6-(4-Acetylpiperazin-1-yl)pyridin-3-yl)-6-methoxy-1H-pyrazolo[4,3-b]pyridin-5-yl)-2-methylphenyl)acetonitrile